C(#N)C=1C(=C(C(=NC1)C(=O)NC=1C=C2C(=NNC2=CC1)C1=NN(C=C1)C(F)F)C)C 5-cyano-N-(3-(1-(difluoromethyl)-1H-pyrazol-3-yl)-1H-indazol-5-yl)-3,4-dimethylpicolinamide